ferrocenyl-acetic acid [C-]1(C=CC=C1)CC(=O)O.[CH-]1C=CC=C1.[Fe+2]